NC=1C(NC2=C3N=CC=CC3=C(C=C2C1C1=C2C=NNC2=C(C=C1)F)C1CNC1)=O 3-amino-6-(azetidin-3-yl)-4-(7-fluoro-1H-indazol-4-yl)-1H-1,10-phenanthrolin-2-one